[N-methyl-3-(6-methyl-1H-indol-2-yl)-4-(pyrrolidin-1-yl)benzenesulfonamido]acetic acid CN(S(=O)(=O)C1=CC(=C(C=C1)N1CCCC1)C=1NC2=CC(=CC=C2C1)C)CC(=O)O